(Z)-11,12-dihydrodibenzo[c,g][1,2,5]triazocine C1=CC=CC\2=C1CNC1=C(\N=N2)C=CC=C1